ClC=1SC2=C(N1)CC1(CCN(CC1)C(=O)OC(C)(C)C)C2=C=O Tert-butyl 2-chloro-6-carbonyl-4,6-dihydrospiro[cyclopenta[d]thiazole-5,4'-piperidine]-1'-carboxylate